C(C1=CC=CC=C1)C1=C(C(NC2=CC=C(C=C12)Cl)=O)C1=NNC(C1)C=1C=C2C=CN(C2=CC1)C 4-benzyl-6-chloro-3-[5-(1-methylindol-5-yl)-4,5-dihydro-1H-pyrazol-3-yl]-1H-quinolin-2-one